tert-butyl N-[(1S)-1-[4-(4-ethynylthiazol-5-yl)phenyl]ethyl]carbamate C(#C)C=1N=CSC1C1=CC=C(C=C1)[C@H](C)NC(OC(C)(C)C)=O